C(C1=CC=CC=C1)OC(=O)NCCCN(CCCNC(OC(C)(C)C)=O)CC1CCCCC1 tert-butyl (3-((3-(((benzyloxy)carbonyl)amino)propyl)(cyclohexylmethyl)amino)propyl)carbamate